BrC=1C(=NC(=NC1)NC1=CC2=C(N(C=N2)C)C=C1)NC1=C(C=CC=C1)P(=O)(C)C 5-bromo-N4-(2-dimethylphosphorylphenyl)-N2-(1-methylbenzimidazol-5-yl)pyrimidine-2,4-diamine